1-(2-trimethylsilylethoxymethyl)imidazole-4-carboxamide C[Si](CCOCN1C=NC(=C1)C(=O)N)(C)C